1-(t-butyl) 2-ethyl 2-(3-chloropropyl)-3-oxopyrrolidin-1,2-dicarboxylate ClCCCC1(N(CCC1=O)C(=O)OC(C)(C)C)C(=O)OCC